3-vinylimidazole chloride [Cl-].C(=C)N1C=NC=C1